methylene(2,6-di-tert-butyl-phenol) C=CC(C)(C)C1=CC=CC(=C1O)C(C)(C)C